ClC(C(=O)OCC)C(C(=O)OCC)Cl diethyl 2,3-dichlorosuccinate